ClC1=C(C(Cl)=NO)C(=CC=C1)Cl 2,6-dichloro-benzaldehyde chlorooxime